[N+](=O)([O-])C1=CC=C(C=N1)OC1=CC(=NC=C1)N=C(C1=CC=CC=C1)C1=CC=CC=C1 N-(4-((6-nitropyridin-3-yl)oxy)pyridin-2-yl)-1,1-diphenylmethanimine